C1(=C(C(=CC=C1)O)O)C1=CC=CC=C1 bi-phenyldiol